N-[7-methoxy-4-(oxan-4-yl)-1H-1,3-benzodiazol-2-yl]-1-(2-methoxyethyl)-1H-1,2,3-triazole-4-carboxamide COC1=CC=C(C2=C1NC(=N2)NC(=O)C=2N=NN(C2)CCOC)C2CCOCC2